C(CCCCC=CCCCCC)(=O)O 6-dodecenoic acid